C(=O)(OC(C)(C)C)N1[C@H](CCC1)C(=O)O N-Boc-D-Proline